5-((4-((4'-chloro-5,5-dimethyl-3,4,5,6-tetrahydro-[1,1'-biphenyl]-2-yl)methyl)-3,3-dimethylpiperazin-1-yl)methyl)-2-(2,6-dioxopiperidin-3-yl)isoindoline-1,3-dione ClC1=CC=C(C=C1)C1=C(CCC(C1)(C)C)CN1C(CN(CC1)CC=1C=C2C(N(C(C2=CC1)=O)C1C(NC(CC1)=O)=O)=O)(C)C